N-{2-[(3,4-difluorophenyl)methoxy]-4-(4,4,5,5-tetramethyl-1,3,2-dioxaborolan-2-yl)phenyl}-1,1-difluoromethanesulfonamide FC=1C=C(C=CC1F)COC1=C(C=CC(=C1)B1OC(C(O1)(C)C)(C)C)NS(=O)(=O)C(F)F